C(CCC)[C@@]1([C@@](C=CC=C1)(C(=O)O)CCCC)C(=O)O.BrC1=C(C=C(C=C1)S(=O)(=O)CC1(CCC1)CO)Cl (1-(((4-bromo-3-chlorophenyl)sulfonyl)methyl)cyclobutyl)methanol dibutyl-trans-cyclohexa-3,5-diene-1,2-dicarboxylate